ClC1=NC=C(C(=N1)NCC1=C(C=CC(=C1)F)C)C(=O)N 2-chloro-4-((2-methyl-5-fluorobenzyl)amino)pyrimidin-5-carboxamide